ClC1=NC(=CC=C1C1=NC(=C(C=C1)Cl)C(=O)OC)Cl Methyl 2',5,6'-trichloro-[2,3'-bipyridine]-6-carboxylate